O1C(=NN=C1)N1CC2(C1)OC[C@H](C2)N2CCC(CC2)C2=C(OCC(C#N)(C)C)C=CC(=C2)F (S)-3-(2-(1-(2-(1,3,4-oxadiazol-2-yl)-5-oxa-2-azaspiro[3.4]octan-7-yl)piperidin-4-yl)-4-fluorophenoxy)-2,2-dimethylpropionitrile